N-[3-[2,5-bis(difluoromethoxy)phenyl]-1-[[2-[2-(dimethylamino)ethyl]tetrazol-5-yl]methyl]pyrazol-4-yl]pyrazolo[1,5-a]pyrimidine FC(OC1=C(C=C(C=C1)OC(F)F)C1=NN(C=C1N1CC=C2N1C=CC=N2)CC=2N=NN(N2)CCN(C)C)F